6-(6-(difluoromethoxy)pyridin-3-yl)-N-(2-fluorophenethyl)pyrazine-2-carboxamide FC(OC1=CC=C(C=N1)C1=CN=CC(=N1)C(=O)NCCC1=C(C=CC=C1)F)F